2-methyl-7,8,10,11-tetrahydro-[1,4,7]trioxonino[2,3-g]quinazolin-4(3H)-one CC1=NC2=CC3=C(C=C2C(N1)=O)OCCOCCO3